C(#N)C=1C=NC(=C(C1NC)C#N)N1CCN(CCC1)C 3,5-dicyano-6-(4-methyl-1,4-diazepan-1-yl)-4-(methylamino)pyridine